ClC=1C(=CC(=NC1)OC)C1=CC(=NN1)C(=O)N1[C@H]2CC(C[C@@H]1CC2)C(=O)O (1r,3s,5s)-8-[5-(5-chloro-2-methoxypyridin-4-yl)-1H-pyrazole-3-carbonyl]-8-azabicyclo[3.2.1]octane-3-carboxylic acid